3-(Trimethoxysilyl)propyldimethyloctadecylammonium CO[Si](CCC[N+](CCCCCCCCCCCCCCCCCC)(C)C)(OC)OC